CN(C(OC(C)(C)C)=O)CCOC1=CC(=C(C=C1)C)C(NC1(CC1)C1=CC=CC2=CC=CC=C12)=O tert-Butyl methyl(2-(4-methyl-3-((1-(naphthalen-1-yl)cyclopropyl)carbamoyl)phenoxy)ethyl)carbamate